copper (II) bis(trifluoro-2,4-pentanedione) FC(C(CC(C)=O)=O)(F)F.FC(C(CC(C)=O)=O)(F)F.[Cu+2]